(S)-2-amino-N-(6-(3,5-dimethyl-1H-pyrazol-4-yl)pyridin-3-yl)-2-((1r,4S)-4-methylcyclohexyl)acetamide dihydrochloride Cl.Cl.N[C@H](C(=O)NC=1C=NC(=CC1)C=1C(=NNC1C)C)C1CCC(CC1)C